FC=1C(=C(C=CC1F)C1=CC=CC2=C1NC(=NS2(=O)=O)NCCOC)C 5-(3,4-difluoro-2-methylphenyl)-3-((2-methoxyethyl)amino)-4H-benzo[e][1,2,4]thiadiazine 1,1-dioxide